4-(6-(3,5-dimethylisoxazol-4-yl)-3-(pyridin-2-ylmethyl)-1H-pyrrolo[3,2-b]pyridin-1-yl)-3-(trifluoromethoxy)benzoic acid CC1=NOC(=C1C=1C=C2C(=NC1)C(=CN2C2=C(C=C(C(=O)O)C=C2)OC(F)(F)F)CC2=NC=CC=C2)C